N-(3-(trifluoromethyl)isoxazol-5-yl)-2-(5-(trifluoromethyl)pyridin-2-yl)pyrazolidine-1-carboxamide FC(C1=NOC(=C1)NC(=O)N1N(CCC1)C1=NC=C(C=C1)C(F)(F)F)(F)F